[C@H]12CC(C[C@H](CC1)N2)OC2=CC=C(N=N2)C2=C(C=C(C=C2)N2N=NC=C2)O 2-(6-(((1r,3s,5s)-8-azabicyclo[3.2.1]oct-3-yl)oxy)pyridazin-3-yl)-5-(1H-1,2,3-triazol-1-yl)phenol